NC1(CCN(CC1)C=1N=C(C2=C(N1)NC=C2C2=C(C1=C(N(N=C1C=C2)C)Cl)Cl)C#N)C 2-(4-amino-4-methylpiperidin-1-yl)-5-(3,4-dichloro-2-methyl-2H-indazol-5-yl)-7H-pyrrolo[2,3-d]pyrimidine-4-carbonitrile